5-(2-(4-hydroxyphenyl)propan-2-yl)-1H-benzo[d][1,2,3]triazol OC1=CC=C(C=C1)C(C)(C)C1=CC2=C(NN=N2)C=C1